FC(CC)(F)C=1C=C(C=CC1)NC(=O)C1C(=NN(C1=O)C1=CC=C2C=CN(C2=C1)C(C)C)C N-[3-(1,1-difluoropropyl)phenyl]-1-(1-isopropylindol-6-yl)-3-methyl-5-oxo-4H-pyrazole-4-carboxamide